(E)-3-(2-hydroxyphenyl)acrylic acid OC1=C(C=CC=C1)/C=C/C(=O)O